CN(C)CC1CC(N(C2=CC=CC=C12)C)=O 4-[(Dimethylamino)methyl]-1-methyl-1,2,3,4-tetrahydroquinolin-2-one